OC1=CC=2N(C=C1C(C)=O)C=CN2 1-(7-hydroxyimidazo[1,2-a]pyridin-6-yl)ethan-1-one